ClC1=C(C=CC(=C1NC=1C(=C2C(N(C=NC2=CC1)C)=O)C)F)N(S(=O)(=O)C1=C(C=CC(=C1)F)F)COCC[Si](C)(C)C N-(2-chloro-3-((3,5-dimethyl-4-oxo-3,4-dihydroquinazolin-6-yl)amino)-4-fluorophenyl)-2,5-difluoro-N-((2-(trimethylsilyl)ethoxy)methyl)benzenesulfonamide